C(CCCCCCC)C1=C(C=CC=C1)C(Br)(C1=C(C=CC=C1)CCCCCCCC)C1=C(C=CC=C1)CCCCCCCC tri(octylphenyl)bromomethane